ClC1=CC=C(C=C1)S(=O)(=O)N1CC2(CC1)CNCC2 2-(4-Chlorophenyl)sulfonyl-2,7-diazaspiro[4.4]nonane